5-methyl-1-(3,3,3-trifluoropropyl)-1H-pyrazole-4-carboxylic acid CC1=C(C=NN1CCC(F)(F)F)C(=O)O